(2'S,6'S,7S)-2-chloro-2'-cyclopropyl-6'-methyl-spiro[4,5-dihydrothieno[2,3-c]pyran-7,4'-piperidine] ClC1=CC2=C(S1)[C@]1(C[C@H](N[C@H](C1)C)C1CC1)OCC2